CC1=CC=C(C(=O)N)C=C1 p-(methyl)benzamide